C(C)(C)(C)OC(NCCCCO)=O N-(4-hydroxybutyl)carbamic acid tert-butyl ester